Cl.NC=1CC(=CC2=C(N1)C=C(C=C2)C(=O)OC)C(=O)O 2-amino-8-(methoxycarbonyl)-3H-benzo[b]azepine-4-carboxylate hydrochloride